FC=1C(=C(C=O)C=C(C1)C1=NN(C=C1)C1=CC=CC=C1)O 3-fluoro-2-hydroxy-5-(1-phenyl-1H-pyrazol-3-yl)benzaldehyde